5-(Imidazo[1,2-a]pyrimidin-6-yl)-4-methoxy-N-(2-oxaspiro[3.3]heptan-6-yl)pyrrolo[2,1-f][1,2,4]triazin-2-amine N=1C=CN2C1N=CC(=C2)C=2C=CN1N=C(N=C(C12)OC)NC1CC2(COC2)C1